ClC=1C=C(C(=C(C1)NS(=O)(=O)CCC)F)NC=1C(=C2C(N(C=NC2=CC1)C)=O)C N-(5-chloro-3-((3,5-dimethyl-4-oxo-3,4-dihydroquinazolin-6-yl)amino)-2-fluorophenyl)-propane-1-sulfonamide